2-(4-(5-(6-isopropyl-2-methoxypyridin-3-yl)imidazo[2,1-b][1,3,4]thiadiazol-2-yl)piperazin-1-yl)ethan-1-ol C(C)(C)C1=CC=C(C(=N1)OC)C1=CN=C2SC(=NN21)N2CCN(CC2)CCO